1-((3s,5r)-1-propenoyl-5-(methoxymethyl)pyrrolidin-3-yl)-3-((2-cyclopropyl-4-fluoro-1-methyl-1H-benzo[d]imidazol-5-yl)ethynyl)-5-(methylamino)-1H-pyrazole-4-carboxamide C(C=C)(=O)N1C[C@H](C[C@@H]1COC)N1N=C(C(=C1NC)C(=O)N)C#CC1=C(C2=C(N(C(=N2)C2CC2)C)C=C1)F